ClC1=CC=C(OC2=CC(=C(C=C2)[C@](CN2N=CN=C2)(C)O)C(F)(F)F)C=C1 (2S)-2-[4-(4-chlorophenoxy)-2-(trifluoromethyl)phenyl]-1-(1H-1,2,4-triazol-1-yl)-propan-2-ol